OCC[N+](C)(C)C N-(2-hydroxyethyl)-N,N,N-trimethylammonium